N-((S)-5-((1R,2S)-2-(4-fluorophenyl)cyclopropylamino)-1-morpholino-1-oxopentan-2-yl)-4-(1H-pyrazol-1-yl)benzamide FC1=CC=C(C=C1)[C@H]1[C@@H](C1)NCCC[C@@H](C(=O)N1CCOCC1)NC(C1=CC=C(C=C1)N1N=CC=C1)=O